COC=1C=C2C(=NC(=NC2=CC1)C)SCC(=O)C1=CC=C(S1)CNC(=O)[C@H]1CN(CCC1)C (R)-N-((5-(2-((6-methoxy-2-methylquinazolin-4-yl)thio)acetyl)thiophen-2-yl)methyl)-1-methylpiperidine-3-carboxamide